N-[(1R)-1-(2-methylpyrimidin-5-yl)ethyl]-3-(5-methyl-1,3-thiazol-2-yl)-5-{[1-(2,2,2-trifluoroethyl)piperidin-4-yl]oxy}benzamide CC1=NC=C(C=N1)[C@@H](C)NC(C1=CC(=CC(=C1)OC1CCN(CC1)CC(F)(F)F)C=1SC(=CN1)C)=O